CN1CCOC2=C1C=CC(=C2)B2OC(C(O2)(C)C)(C)C 4-methyl-7-(4,4,5,5-tetramethyl-1,3,2-dioxaborolan-2-yl)-3,4-dihydro-2H-1,4-benzoxazine